FC1C(N(C2=CC=CC=C12)C1CC(C1)(N1CCCCC1)C)=O 3-fluoro-1-((1s,3s)-3-methyl-3-(piperidin-1-yl)cyclobutyl)indolin-2-one